(1S,2S)-N-[7-chloro-6-(4-cyano-4-fluoro-1-piperidyl)-3-isoquinolyl]-2-ethyl-3-(1-methylpyrazol-4-yl)cyclopropanecarboxamide ClC1=C(C=C2C=C(N=CC2=C1)NC(=O)[C@H]1[C@H](C1C=1C=NN(C1)C)CC)N1CCC(CC1)(F)C#N